(S)-N-(1-(4-(4-Chloro-3-(4-isopropyl-3-oxopiperazin-1-yl)benzyl)-3-methylpiperazine-1-carbonyl)-1H-pyrazol-3-yl)methanesulfonamide ClC1=C(C=C(CN2[C@H](CN(CC2)C(=O)N2N=C(C=C2)NS(=O)(=O)C)C)C=C1)N1CC(N(CC1)C(C)C)=O